C(C(C)CCCCCCCCCCCCCCCCCC(=O)N)CCCCCCCCCCCCCCCCCC(=O)N propylenebisstearamide